DL-aspartic acid N[C@@H](CC(=O)O)C(=O)O |r|